4,13,17-trioxo-6-[2-oxo-2-({2-[(α-D-mannopyranosyl)oxy]ethyl}amino)ethyl]-1-phenoxy-7-({2-[(α-D-mannopyranosyl)oxy]ethyl}carbamoyl)-3,6,12,16-tetraazadocosan-22-oate O=C(NCCOC1=CC=CC=C1)CN(C(CCCCNC(CCNC(CCCCC(=O)[O-])=O)=O)C(NCCO[C@@H]1[C@@H](O)[C@@H](O)[C@H](O)[C@H](O1)CO)=O)CC(NCCO[C@@H]1[C@@H](O)[C@@H](O)[C@H](O)[C@H](O1)CO)=O